N-(3-(1H-pyrazol-1-yl)benzyl)-N-(3-methoxybenzyl)-3-(morpholinomethyl)aniline N1(N=CC=C1)C=1C=C(CN(C2=CC(=CC=C2)CN2CCOCC2)CC2=CC(=CC=C2)OC)C=CC1